FC1(COC1)COS(=O)(=O)C1=CC=C(C=C1)C 4-methylbenzenesulfonic acid [(3-fluorooxetan-3-yl)methyl]ester